magnesium lithium antimonate [Sb]([O-])([O-])([O-])=O.[Li+].[Mg+2]